5-METHOXY-6-(4-(TRIFLUOROMETHYL)PHENOXY)-[1,2,5]OXADIAZOLO[3,4-B]PYRAZINE COC1=NC=2C(N=C1OC1=CC=C(C=C1)C(F)(F)F)=NON2